C(C(C)C)[C@@]1(NC(N(C1=O)[C@H](COC(NC(C)C)=O)C1=CC(=CC=C1)C1=C(N=CO1)C)=NC(OC(C)(C)C)=O)C1=CC=CC=C1 tert-butyl ((R)-4-isobutyl-1-((S)-2-((isopropylcarbamoyl)oxy)-1-(3-(4-methyloxazol-5-yl)phenyl)ethyl)-5-oxo-4-phenylimidazolidin-2-ylidene)carbamate